C(\C=C/C(=O)O)(=O)[O-].C(C(=C)C)(=O)O.[Na+].C(#N)C=1C=CC(=NC1)N1CCN(CC1)C(C(=O)N(C1CCC=2C1=NNC(C2C(F)(F)F)=O)C)C (4-(5-cyanopyridin-2-yl)piperazin-1-yl)-N-methyl-N-(3-oxo-4-(trifluoromethyl)-3,5,6,7-tetrahydro-2H-cyclopenta[c]pyridazin-7-yl)propanamide sodium methacrylate maleate